4-[trans-(4-aminocyclohexyl)amino]-N'-(2-chloro-5-fluoro-phenyl)-6-(3-methoxy-4-pyridyl)pyrrolo[1,2-b]pyridazine-3-carboxamidine N[C@@H]1CC[C@H](CC1)NC=1C=2N(N=CC1C(=NC1=C(C=CC(=C1)F)Cl)N)C=C(C2)C2=C(C=NC=C2)OC